C(C)(C)(C)C1=C(C(=CC(=C1)C)C(C)(C)C)O.[Na] sodium 2,6-di-tert-butyl-4-methylphenol